4-acetamido-5-chloro-2,3-dihydrobenzofuran C(C)(=O)NC1=C(C=CC2=C1CCO2)Cl